C1(CCCCC1)NC1=C(C#N)C=CC(=C1)N1C=CC2=C1N=CN=C2NC2=CC=C(C=C2)C(F)(F)F 2-(cyclohexylamino)-4-(4-((4-(trifluoromethyl)phenyl)amino)-7H-pyrrolo[2,3-d]pyrimidin-7-yl)benzonitrile